NC1=C(C=CC(=C1)OCC1=CC=C(C=C1)C(F)(F)F)NC(CCCCCC)=O N-(2-Amino-4-((4-(trifluoromethyl)benzyl)oxy)phenyl)heptanamid